N,N-Dipropylpropanamide CCCN(CCC)C(=O)CC